(S)-7-(3-methyl-1H-pyrrolo[2,3-b]pyridin-5-yl)-5-(pyrrolidine-2-yl)-2-(2,2,2-trifluoroethyl)-1,2,3,4-tetrahydroisoquinoline CC1=CNC2=NC=C(C=C21)C2=CC(=C1CCN(CC1=C2)CC(F)(F)F)[C@H]2NCCC2